BrC1=CC=C(C=C1)NC(=O)C1C2CCC(C1C(=O)N)C21CC1 N-(4-bromophenyl)spiro[bicyclo[2.2.1]heptane-7,1'-cyclopropane]-2,3-dicarboxamide